NC1=NC=C(C2=C1C(=NN2)C2=CC=C(C=C2)CC(=O)NC2=NOC(=C2)C(C)(C)C)C=2N=NN(C2)C2CCNCC2 2-[4-[4-amino-7-[1-(4-piperidyl)triazol-4-yl]-1H-pyrazolo[4,3-c]pyridin-3-yl]phenyl]-N-(5-tert-butylisoxazol-3-yl)acetamide